3-Methylthieno[2,3-d][1,2,4]triazolo[4,3-b]pyridazine CC1=NN=C2N1N=CC1=C2SC=C1